F[C@H]1CN2CCC([C@]2(C1)CO)=C ((6R,7aR)-6-Fluoro-1-methylenetetrahydro-1H-pyrrolizin-7a(5H)-yl)methanol